ClC=1C(=NC=CC1)C#C chloro-2-ethynylpyridine